C1(CC1)C=1C=CC=2N(C1)C=C(N2)CN2N=NC(=C2)C(=O)NCC2=C(C(=CC=C2N2N=NN=C2)OC)F 1-((6-cyclopropylimidazo[1,2-a]pyridin-2-yl)methyl)-N-(2-fluoro-3-methoxy-6-(1H-tetrazol-1-yl)benzyl)-1H-1,2,3-triazole-4-carboxamide